[N-[4-amino-5-(4-chlorobenzoyl)thiazol-2-yl]-3-fluoro-4-(trifluoromethoxy)anilino]propanamide NC=1N=C(SC1C(C1=CC=C(C=C1)Cl)=O)N(C1=CC(=C(C=C1)OC(F)(F)F)F)C(C(=O)N)C